COCCOC=1C=C(C#N)C=CC1OCCOC 3,4-bis-(2-methoxyethoxy)benzonitrile